FC(OC1=CC(=NN1)NC1=NC(=CN=C1)O[C@H]1[C@@H](CNCC1)OC)F N-(5-(difluoromethoxy)-1H-pyrazol-3-yl)-6-(((3R,4R)-3-methoxypiperidin-4-yl)oxy)pyrazin-2-amine